Cl.CN(CCOC=1C=C2C(N(C=NC2=CC1)CC1(CCNCC1)O)=O)C 6-(2-(dimethylamino)ethoxy)-3-((4-hydroxypiperidin-4-yl)methyl)quinazolin-4(3H)-one hydrochloride